COC(=O)N1[C@H](CCC2=C3C(=CC=C12)N(C(=N3)CC=3N=NC=C(C3)C(F)(F)F)[C@H]3C[C@@H](CCC3)C(=O)O)C (1R,3R)-3-((S)-6-(methoxycarbonyl)-7-methyl-2-((5-(trifluoromethyl)pyridazin-3-yl)methyl)-6,7,8,9-tetrahydro-3H-imidazo[4,5-f]quinolin-3-yl)cyclohexane-1-carboxylic acid